Diethyl (4-chlorophenylthio)methylphosphonate ClC1=CC=C(C=C1)SCP(OCC)(OCC)=O